[8-[benzyloxycarbonyl-(1-methyl-4-piperidyl)amino]-15-(4,4-dipentoxybutanoyloxy)pentadecyl] 4,4-dipentoxybutanoate C(CCCC)OC(CCC(=O)OCCCCCCCC(CCCCCCCOC(CCC(OCCCCC)OCCCCC)=O)N(C1CCN(CC1)C)C(=O)OCC1=CC=CC=C1)OCCCCC